C(C)(C)(C)OC(NC1CCN(CC1)S(=O)(=O)CCCCCCCCCCCCCCN)=O (1-((14-Aminotetradecyl)sulfonyl)piperidin-4-yl)carbamic acid tert-butyl ester